CN1C(C=2N=CN([C@H]3[C@H](O)[C@H](O)[C@@H](CO)O3)C2N=C1)=N 1-methyladenosine